ClC1=C(C[C@H]2NC(=NOC2)C2=CC=3N(N=C2OC2=CC(=CC=C2)C2CC2)C=NC3)C=CC(=C1)C1CC1 |r| 3-[(5RS)-5-(2-chloro-4-cyclopropylbenzyl)-5,6-dihydro-4H-1,2,4-oxadiazin-3-yl]-2-(3-cyclopropylphenoxy)imidazo[1,5-b]pyridazine